tert-butyl (3S,4S)-4-[4-[3-(2,6-dibenzyloxy-3-pyridyl)-7-fluoro-1-methyl-indazol-6-yl]-3,6-dihydro-2H-pyridine-1-carbonyl]-3-methyl-piperidine-1-carboxylate C(C1=CC=CC=C1)OC1=NC(=CC=C1C1=NN(C2=C(C(=CC=C12)C=1CCN(CC1)C(=O)[C@@H]1[C@@H](CN(CC1)C(=O)OC(C)(C)C)C)F)C)OCC1=CC=CC=C1